ClC=1C=C(C=CC1)C=1C(=C(C(=NC1)C(=O)NCC(=O)OCC)O)C1CC1 ethyl (5-(3-chlorophenyl)-4-cyclopropyl-3-hydroxypicolinoyl)glycinate